N-cyano-2-(2,4-dichlorophenyl)benzimidazole C(#N)N1C(=NC2=C1C=CC=C2)C2=C(C=C(C=C2)Cl)Cl